C(C)C(CCCCCC)NC1=CC=C(C=C1)NC(CCCCCC)CC N,N'-bis(1-ethylheptyl)-p-phenylenediamine